O(CC(C)N=C=O)CC(C)N=C=O 1,1'-oxybis(2-propyl) isocyanate